FC(C12COC(C1)(C2)C(=O)N)(F)F 4-(trifluoromethyl)-2-oxabicyclo[2.1.1]hexane-1-carboxamide